3-(2-Hydroxy-2,2-diphenylacetoxy)spiro[bicyclo[3.2.1]octane-8,1'-pyrrolidin]-8-ium trifluoromethanesulfonate FC(S(=O)(=O)[O-])(F)F.OC(C(=O)OC1CC2CCC(C1)[N+]21CCCC1)(C1=CC=CC=C1)C1=CC=CC=C1